CC1=NN2C(OCC(C2)OC2OCCCC2)=C1 2-Methyl-6-((tetrahydro-2H-pyran-2-yl)oxy)-6,7-dihydro-5H-pyrazolo[5,1-b][1,3]oxazine